BrC=1SC(=CN1)C1(COC1)O 3-(2-bromothiazol-5-yl)oxetan-3-ol